2-(4',6-dichloro-3'-((2S,3R)-2-(4-chlorophenyl)-4,4,4-trifluoro-3-methylbutanylamino)-[1,1'-biphenyl]-2-yl)acetic acid ClC1=C(C=C(C=C1)C1=C(C=CC=C1Cl)CC(=O)O)NC[C@@H]([C@H](C(F)(F)F)C)C1=CC=C(C=C1)Cl